C(C1=CC=CC=C1)OC[C@@H](C(=O)NC=1C=CC=C2C(=CNC12)C1=NC(=NC=C1C)NC1=C(C(=CC=C1)S(=O)(=O)C)F)N1CCN(CC1)C (S)-3-(benzyloxy)-N-(3-(2-((2-fluoro-3-(methylsulfonyl)phenyl)amino)-5-methylpyrimidin-4-yl)-1H-indol-7-yl)-2-(4-methylpiperazin-1-yl)propionamide